3-(6-methylpyridin-3-yl)-3-oxopropanoic acid ethyl ester C(C)OC(CC(=O)C=1C=NC(=CC1)C)=O